ClC1=CC=C(C(=N1)C(=O)OC)N[C@H](C)C1=CC(=CC=2C=3N(C(=NC12)CC)C=C(N3)C3=NN(C=C3)C)C (R)-methyl 6-chloro-3-(1-(5-ethyl-9-methyl-2-(1-methyl-1H-pyrazol-3-yl)imidazo[1,2-c]quinazolin-7-yl)ethylamino)picolinate